CN1N=CC(=C1C)C=1C=C/2C(=CN1)NC(\C2=C(\C)/NC=2C=NN(C2)C)=O (Z)-5-(1,5-Dimethyl-1H-pyrazol-4-yl)-3-(1-((1-methyl-1H-pyrazol-4-yl)amino)ethylidene)-1H-pyrrolo[2,3-c]pyridin-2(3H)-one